N-[[6-(2-Ethylbutylamino)-2-pyridyl]sulfonyl]-2-(2,2,4-trimethylpyrrolidin-1-yl)pyridin-3-carboxamid C(C)C(CNC1=CC=CC(=N1)S(=O)(=O)NC(=O)C=1C(=NC=CC1)N1C(CC(C1)C)(C)C)CC